C1(CCCC1)ONC(CC)=O N-(cyclopentyloxy)propanamide